ClC1=CC2=C(C(=N1)COC(NC)=O)CN(C2=O)C2=NC(=CC=C2)C=2N1C(=NN2)CCC1(C)C ((6-chloro-2-(6-(5,5-dimethyl-6,7-dihydro-5H-pyrrolo[2,1-c][1,2,4]triazole-3-yl)pyridin-2-yl)-1-oxo-2,3-dihydro-1H-pyrrolo[3,4-c]pyridin-4-yl)methyl)(methyl)carbamate